Cbz-serine C(=O)(OCC1=CC=CC=C1)N[C@@H](CO)C(=O)O